(E)-6-(6-(difluoromethoxy)pyridin-3-yl)-N'-(2-fluoro-3-(1-hydroxyethyl)-5-methoxybenzylidene)pyrazine-2-carbohydrazide FC(OC1=CC=C(C=N1)C1=CN=CC(=N1)C(=O)N/N=C/C1=C(C(=CC(=C1)OC)C(C)O)F)F